5-bromo-6-methoxybenzo[b]thiophene BrC1=CC2=C(SC=C2)C=C1OC